C1(=CC=CC=C1)C=1OC(=C(N1)N1C=CC=2C=C(C=NC2C1=O)NC)C1=CC=CC=C1 7-(2,5-diphenyloxazol-4-yl)-3-(methylamino)-1,7-naphthyridin-8(7H)-one